7-methyl-6-oxo-6,9-dihydro-1H-purine-7-Ium C[N+]1=CNC=2N=CNC(C12)=O